N1(N=CC2=CC=CC=C12)C=1C(=NC=CC1)C=O 3-(1H-indazole-1-yl)pyridine-2-carboxaldehyde